CC1=C(C(=CC=C1)C)Cl 2,6-dimethyl-chlorobenzene